2-(tert-butyldimethylsilyl)-4-(((tert-butyldimethylsilyl)oxy)methyl)thiazole [Si](C)(C)(C(C)(C)C)C=1SC=C(N1)CO[Si](C)(C)C(C)(C)C